(S)-(5-(2-((((9H-fluoren-9-yl)methoxy)carbonyl)amino)-5-ureidopentanamido)-2-(((tert-butyldiphenylsilyl)oxy)methyl)benzyl)(methyl)carbamic acid allyl ester C(C=C)OC(N(C)CC1=C(C=CC(=C1)NC([C@H](CCCNC(=O)N)NC(=O)OCC1C2=CC=CC=C2C=2C=CC=CC12)=O)CO[Si](C1=CC=CC=C1)(C1=CC=CC=C1)C(C)(C)C)=O